CC(C/C=C/C(=O)OCC)(C)NC(\C=C\C1=CC(=C(C(=C1)OC)OC)OC)=O ethyl (E)-5-methyl-5-((E)-3-(3,4,5-trimethoxyphenyl)acrylamido)hex-2-enoate